5,6-Dibromo-2,3-dihydro-1,1,2,2,3,3-hexamethyl-1H-indene BrC=1C=C2C(C(C(C2=CC1Br)(C)C)(C)C)(C)C